1,3-bis(2-furylmethyl)urea O1C(=CC=C1)CNC(=O)NCC=1OC=CC1